C[C@H]1CCOCCOC2=NC=CC(C3=NN(C=4C=CC(N1S(=O)(=O)C1=C(C=CC=C1)[N+](=O)[O-])=CC34)C3OCCCC3)=N2 (13S)-13-methyl-14-(2-nitrobenzenesulfonyl)-19-(oxan-2-yl)-7,10-dioxa-5,14,19,20,23-pentaazatetracyclo[13.5.2.12,6.018,21]tricosa-1(20),2(23),3,5,15(22),16,18(21)-heptaene